ONCCN(O)CC N,N'-dihydroxyethyl-ethylenediamine